4-(4-fluoro-3-(tetrahydro-2H-pyran-4-yl)phenyl)-7-((5-(4-methylpiperazin-1-yl)pyridin-2-yl)amino)isoindolin-1-one FC1=C(C=C(C=C1)C1=C2CNC(C2=C(C=C1)NC1=NC=C(C=C1)N1CCN(CC1)C)=O)C1CCOCC1